The molecule is an organophosphate oxoanion resulting from the removal of two protons from the phosphate group of An organophosphate oxoanion resulting from the removal of two protons from the phosphate group of 5-deoxy-alpha-D-ribose 1-phosphate; major species at pH 7.3. It derives from a D-ribulose 1-phosphate(2-). C[C@H]([C@H](C(=O)COP(=O)([O-])[O-])O)O